((3R*,4R*)-3-ethyl-7-fluorochroman-4-yl)methanesulfonamide C(C)[C@H]1COC2=CC(=CC=C2[C@@H]1CS(=O)(=O)N)F |o1:2,11|